(3,4-epoxycyclohexyl)-butyl-tripropoxysilane C1(CC2C(CC1)O2)C(CC)O[Si](OCCC)(OCCC)CCCC